OC1=C(C=CC(=C1)OCC1=CC=CC=C1)C(/C=C/C1=CC=C(C(=O)O)C=C1)=O 4-[(E)-3-(2-Hydroxy-4-phenylmethoxyphenyl)-3-oxoprop-1-enyl]benzoic acid